NC(C(=O)O)\C=C/CP(=O)(O)O Z-2-amino-5-phosphono-3-pentenoic acid